5-[4-(3,3-Dimethylbutyl)-3-(trifluoromethyl)phenyl]-3,6-dihydro-2H-1,3,4-oxadiazin CC(CCC1=C(C=C(C=C1)C1=NNCOC1)C(F)(F)F)(C)C